C(CCCCCCCCCCC)(=O)OC1CC(N(C(C1)(C)C)CC(COCC=C)O)(C)C 1-[3-(allyloxy)-2-hydroxypropyl]-2,2,6,6-tetramethylpiperidin-4-yl laurate